2-(1-(5-(2-(5,6,7,8-tetrahydro-1,8-naphthyridin-2-yl)ethoxy)-1H-indazol-1-yl)cyclopropyl)acetic acid N1=C(C=CC=2CCCNC12)CCOC=1C=C2C=NN(C2=CC1)C1(CC1)CC(=O)O